1,1,1,3,3,3-Hexafluoropropan-2-yl 4-(2-(2-(methylsulfonyl)-2,7-diazaspiro[3.5]nonan-7-yl)-4-(trifluoromethyl)benzyl)piperazine-1-carboxylate CS(=O)(=O)N1CC2(C1)CCN(CC2)C2=C(CN1CCN(CC1)C(=O)OC(C(F)(F)F)C(F)(F)F)C=CC(=C2)C(F)(F)F